FN(C1=CC=CC=C1)Cl Fluorochloroaniline